N-[(1R,3S)-3-{[6-chloro-2-(trifluoromethyl)quinolin-4-yl]amino}cyclohexyl]-3-methyl-1-(propan-2-yl)-1H-pyrazole-4-carboxamide ClC=1C=C2C(=CC(=NC2=CC1)C(F)(F)F)N[C@@H]1C[C@@H](CCC1)NC(=O)C=1C(=NN(C1)C(C)C)C